[(naphthalen-2-yl)methyl]-β-D-mannopyranosyl-(1→4)-3,6-di-O-benzyl-2-deoxy-2-(1,3-dioxo-1,3-Dihydro-2H-isoindol-2-yl)-D-glucopyranose C1=C(C=CC2=CC=CC=C12)C[C@@]1([C@@H](O)[C@@H](O)[C@H](O)[C@H](O1)CO)O[C@H]1[C@@H]([C@H](C(O)O[C@@H]1COCC1=CC=CC=C1)N1C(C2=CC=CC=C2C1=O)=O)OCC1=CC=CC=C1